COCCN(C=1N=C(C=2N=C(N=C(C2N1)N1CC(N(CC1)C)=O)N(CCCS(=O)(=O)C)CCO)N1CCC(CC1)OC)CCOC 4-(6-(bis(2-methoxyethyl)amino)-2-((2-hydroxyethyl)(3-(methylsulfonyl)propyl)amino)-8-(4-methoxypiperidin-1-yl)pyrimido[5,4-d]pyrimidin-4-yl)-1-methylpiperazin-2-one